3-[3-(dimethylamino)-1-(3-methoxyphenyl)propyl]-6-(1H-pyrazol-4-yl)quinazolin-4-one CN(CCC(C1=CC(=CC=C1)OC)N1C=NC2=CC=C(C=C2C1=O)C=1C=NNC1)C